6-(2,5-dichloropyrimidin-4-yl)-2-(3,3-difluoropyrrolidin-1-yl)-4-fluoro-1-isopropyl-1H-benzo[d]imidazole ClC1=NC=C(C(=N1)C=1C=C(C2=C(N(C(=N2)N2CC(CC2)(F)F)C(C)C)C1)F)Cl